1-(6-Fluoro-3-(6-hydroxy-2-azaspiro[3.3]heptane-2-carbonyl)quinolin-4-yl)-4-phenylpiperidine-4-carbonitrile FC=1C=C2C(=C(C=NC2=CC1)C(=O)N1CC2(C1)CC(C2)O)N2CCC(CC2)(C#N)C2=CC=CC=C2